[(2S)-3-fluoro-2-hydroxy-propyl] 4-methylbenzenesulfonate CC1=CC=C(C=C1)S(=O)(=O)OC[C@@H](CF)O